ClC1=CC2=C(N=N1)N(C=C2)C[C@H]2N(CCCC2)C (2S)-2-({3-chloro-7H-pyrrolo[2,3-c]pyridazin-7-yl}methyl)-1-methylpiperidine